C(C=CC=CCCCC)#N NONADIENENITRILE